OCC1(C2C=CC(C1)C2)CO 5,5-di(hydroxymethyl)-2-norbornene